CN1C(CC(CC1(C)C)=O)=O 1,6,6-trimethylpiperidine-2,4-dione